7-bromo-4-(2-fluoro-4-(trifluoromethoxy)phenyl)-1-methyl-1H-benzo[d]imidazol-6-amine BrC1=C(C=C(C2=C1N(C=N2)C)C2=C(C=C(C=C2)OC(F)(F)F)F)N